4-(4-t-butylphenyl)-1,4-oxathian-4-ium C(C)(C)(C)C1=CC=C(C=C1)[S+]1CCOCC1